(S)-2-(cyanomethyl)-4-((6r,9r)-2-(((S)-1-methylpyrrolidin-2-yl)methoxy)-6,7,8,9-tetrahydro-5H-6,9-methanopyrimido[4,5-c]azepin-4-yl)piperazine-1-carboxylic acid benzyl ester C(C1=CC=CC=C1)OC(=O)N1[C@H](CN(CC1)C1=NC(=NC=2[C@@H]3NC[C@H](CC21)C3)OC[C@H]3N(CCC3)C)CC#N